2-benzoyl-5-(tert-butyl)-3-hydroxy-3-phenylisoindolin-1-one C(C1=CC=CC=C1)(=O)N1C(C2=CC=C(C=C2C1(C1=CC=CC=C1)O)C(C)(C)C)=O